NC1=C(C(=O)NC=2SC(=C(N2)C)Cl)C=CC=C1 2-amino-N-(5-chloro-4-methylthiazol-2-yl)benzamide